Dimethyl-chlorosilane C[SiH](Cl)C